1-carboxypropylpiperidine C(=O)(O)C(CC)N1CCCCC1